tert-butyl 6-(8-hydroxy-1,4-dioxaspiro[4.5]decan-8-yl)-3',6'-dihydro-[3,4'-bipyridine]-1'(2'H)-carboxylate OC1(CCC2(OCCO2)CC1)C1=CC=C(C=N1)C=1CCN(CC1)C(=O)OC(C)(C)C